C[C@@H]1N(CCN(C1)C)C1=CC2=C(N=C(N=C2O)C)C=N1 6-[(2S)-2,4-dimethylpiperazin-1-yl]-2-methylpyrido[3,4-d]pyrimidin-4-ol